BrC1=C(C=C(C=C1)C(C)(C)C1CN(CCO1)C(=O)OC(C)(C)C)Cl tert-butyl 2-[1-(4-bromo-3-chloro-phenyl)-1-methyl-ethyl]morpholine-4-carboxylate